2-(3-butylphenyl)acetonitrile C(CCC)C=1C=C(C=CC1)CC#N